N-(3-triethoxysilylpropyl)4,5-dihydroimidazole C(C)O[Si](CCCN1C=NCC1)(OCC)OCC